NC=1C=C(NC2=C(C3=C(C(=N2)C=2C=C4CCN(CC4=CC2)C(=O)OC(C)(C)C)C=CS3)C3=C(C=C(C=C3)F)OCCOC)C=CC1 tert-butyl 6-[6-(3-aminoanilino)-7-[4-fluoro-2-(2-methoxyethoxy)phenyl]thieno[3,2-c]pyridin-4-yl]-3,4-dihydro-1H-isoquinoline-2-carboxylate